2-(5-(4-Chlorophenyl)thiophen-2-yl)-N-(3-(trifluoromethyl)phenyl)acetamid ClC1=CC=C(C=C1)C1=CC=C(S1)CC(=O)NC1=CC(=CC=C1)C(F)(F)F